N[C@H](COC1=C(N(N=C1)C)C1=CC=2N(C=C1)N=C(C2)NC(=O)C2CC2)C(C)(C)C N-[5-[4-[(2S)-2-amino-3,3-dimethyl-butoxy]-2-methyl-pyrazol-3-yl]pyrazolo[1,5-a]pyridin-2-yl]cyclopropanecarboxamide